C1=C(C=CC2=CC=CC=C12)N Naphthalin-2-amin